(3-methoxy-4-octyloxyphenyl)methanesulfonic acid ammonium salt [NH4+].COC=1C=C(C=CC1OCCCCCCCC)CS(=O)(=O)[O-]